(diethoxyphosphoryl)methyl nosylate S(=O)(=O)(OCP(=O)(OCC)OCC)C1=CC=C([N+](=O)[O-])C=C1